N-[3-chloro-1-(pyridin-3-yl)-1H-pyrazol-4-yl]2-(methylsulfonyl)propanamide ClC1=NN(C=C1NC(C(C)S(=O)(=O)C)=O)C=1C=NC=CC1